BrC1=NN(N=C1)C=1C(=NC=CN1)C(C)NC(C1=CC(=CC(=C1)C(F)(F)F)C(F)(F)F)=O N-[1-[3-(4-bromotriazol-2-yl)pyrazin-2-yl]ethyl]-3,5-bis(trifluoromethyl)benzamide